BrC=1C(=C2C(=NC1)NC(=N2)C2=C(N(C(=C2)C)C2=C(C=C(C=C2)NS(=O)(=O)C)C)C)NC=2C=C(C=CC2)S(=O)(=O)N 3-((6-bromo-2-(2,5-dimethyl-1-(2-methyl-4-(methylsulfonylamino)phenyl)-1H-pyrrol-3-yl)-3H-imidazo[4,5-b]pyridin-7-yl)amino)benzenesulfonamide